O=C1NC(CC[C@@H]1NC1=CC(=C(C=C1)N1CCN(CC1)C(=O)OC(C)(C)C)F)=O tert-butyl (S)-4-(4-((2,6-dioxopiperidin-3-yl)amino)-2-fluorophenyl)piperazine-1-carboxylate